4-(2-{[(2S,7aR)-2-fluoro-hexahydro-1H-pyrrolizin-7a-yl]methoxy}-6-chloro-4-[(1S,6R)-3,9-diazabicyclo[4.2.1]nonan-3-yl]-8-fluoroquinazolin-7-yl)-5-ethylnaphthalen-2-ol F[C@H]1C[C@]2(CCCN2C1)COC1=NC2=C(C(=C(C=C2C(=N1)N1C[C@@H]2CC[C@H](CC1)N2)Cl)C2=CC(=CC1=CC=CC(=C21)CC)O)F